BrC1=CC=C(C=C1)N1C(=C(C(C2=CC=CC=C12)=O)C1=CC=C(C=C1)[N+](=O)[O-])C1=CC=CC=C1 1-(4-bromophenyl)-3-(4-nitrophenyl)-2-phenylquinolin-4(1H)-one